Perfluorobutan FC(C(C(C(F)(F)F)(F)F)(F)F)(F)F